FC1=C(C=CC(=N1)N(C(=O)OC(C)(C)C)C(=O)OC(C)(C)C)I Bis(2-methyl-2-propanyl) (6-fluoro-5-iodo-2-pyridinyl)imidodicarbonate